2,2-dimethyltrimethylendiisobutyrat CC(CC(C(=O)[O-])(C)C)(CC(C(=O)[O-])(C)C)C